COC=1C=C2C=CC(=CC2=CC1)C1=NNC(=N1)C=1C=C2CN(C(C2=CC1)=O)C1C(NC(CC1)=O)=O 3-(5-(3-(6-methoxynaphthalen-2-yl)-1H-1,2,4-triazol-5-yl)-1-oxoisoindolin-2-yl)piperidine-2,6-dione